C(C=C)(=O)N1C(C2(C1)CCN(CC2)C2=NC=NC(=C2C#N)C2=C1C=NNC1=CC=C2C)C(C)C 4-(2-acryloyl-1-isopropyl-2,7-diazaspiro[3.5]nonan-7-yl)-6-(5-methyl-1H-indazol-4-yl)pyrimidine-5-carbonitrile